S(O)(O)(=O)=O.COC(=O)C1=NNC(=N1)N 5-amino-1H-1,2,4-triazole-3-carboxylic acid methyl ester bisulfate